OCC=1C=C(C#N)C=CC1 3-(Hydroxymethyl)benzonitrile